2-(4-chloro-2-fluoro-6-(methoxymethoxy)phenyl)-4,4,5,5-tetramethyl-1,3,2-dioxaborolane ClC1=CC(=C(C(=C1)OCOC)B1OC(C(O1)(C)C)(C)C)F